N-(3-(3,3-difluoropyrrolidin-1-yl)-5-((R)-pyrrolidin-3-yl)phenyl)-4-((S)-3-phenyl-Isooxazolidin-2-yl)-5-(trifluoromethyl)pyrimidin-2-amine FC1(CN(CC1)C=1C=C(C=C(C1)[C@@H]1CNCC1)NC1=NC=C(C(=N1)N1OCC[C@H]1C1=CC=CC=C1)C(F)(F)F)F